[U].[Ru].[Ru].[Ru] triruthenium uranium